(2,2-difluoro-1-(hydroxymethyl)cyclopropyl)methanol FC1(C(C1)(CO)CO)F